C(C)(C)(C)OC(C)(C)C Di-tert-Butylether